3,3-dimethoxypropanenitrile COC(CC#N)OC